C12C(CC(CC1)C2)NC(C2=CN=C(C=C2)CSC2=C1CN(C(C1=CC=C2)=O)C2C(NC(CC2)=O)=O)=O N-(bicyclo[2.2.1]heptan-2-yl)-6-(((2-(2,6-dioxopiperidin-3-yl)-1-oxoisoindolin-4-yl)thio)methyl)nicotinamide